amino-3-hydroxy-N,N-dimethyl-5-nitrobenzamide NC1=C(C(=O)N(C)C)C=C(C=C1O)[N+](=O)[O-]